2,5-bis(4-pyridylphenyl)thiazolo[5,4-d]thiazole N1=CC=C(C=C1)C1=C(C=CC=C1)C=1SC=2N=C(SC2N1)C1=C(C=CC=C1)C1=CC=NC=C1